(S)-5-amino-4-(5-bromo-7-fluoro-1-oxoisoindolin-2-yl)-5-oxopentanoic acid tert-butyl ester C(C)(C)(C)OC(CC[C@@H](C(=O)N)N1C(C2=C(C=C(C=C2C1)Br)F)=O)=O